3,5-dimethyl-oxazole-4-sulfonic acid CN1COC(=C1S(=O)(=O)O)C